6-(5-chloro-2-fluorophenyl)-5H-benzo[4,5]thieno[3,2-c]carbazole ClC=1C=CC(=C(C1)C1=CC2=C(C=3C4=CC=CC=C4NC13)SC1=C2C=CC=C1)F